C(C)(CC)N1C2=C(N(C(C3=C1C=CC=C3)=O)C)C=NC(=N2)NC2=CC=C(C(=O)O)C=C2 4-((11-(sec-butyl)-5-methyl-6-oxo-6,11-dihydro-5H-benzo[e]pyrimido[5,4-b][1,4]diazepin-2-yl)amino)benzoic acid